(2S,4R)-4-hydroxypyrrolidine-1,2-dicarboxylic acid 1-tert-butyl 2-methyl ester COC(=O)[C@H]1N(C[C@@H](C1)O)C(=O)OC(C)(C)C